C1=CC(=CC=C1[N+](=O)[O-])OC(=O)CI p-nitrophenyl Iodoacetate